dideoxycytidine-5'-triphosphate P(O)(=O)(OP(=O)(O)OP(=O)(O)O)OC[C@@H]1CC[C@@H](O1)N1C(=O)N=C(N)C=C1